(2R,4S)-4-[(2-cyano-6-fluoropyrimidin-4-yl)oxy]-2-(cyanomethyl)piperidine-1-carboxylic acid tert-butyl ester C(C)(C)(C)OC(=O)N1[C@@H](C[C@H](CC1)OC1=NC(=NC(=C1)F)C#N)CC#N